ClC[C@H]1CNC(O1)=O |r| (±)-5-(chloromethyl)oxazolidin-2-one